BrC1=CC=C(C=N1)CN1CCN(CC1)C1=NC(=CC(=N1)NC1=NNC(=C1)C)C 2-(4-((6-bromopyridin-3-yl)methyl)piperazin-1-yl)-6-methyl-N-(5-methyl-1H-pyrazol-3-yl)pyrimidin-4-amine